N-[(5-chloro-1H,1'H-6,6'-biindolyl-2-yl)methyl]acetamide ClC=1C=C2C=C(NC2=CC1C1=CC=C2C=CNC2=C1)CNC(C)=O